2-(allyloxy)-3,3-difluoro-2-methylbutane C(C=C)OC(C)(C(C)(F)F)C